CS(=O)(=O)NCCNC(=O)C1=CC2=C(N=CN2)C=C1 benzoimidazole-5-carboxylic acid (2-methanesulfonylamino-ethyl)-amide